(2E)-3-(4-((1-acetyl-3-oxo-indolin-2-ylidene)methyl)-2-methoxyphenyl)acrylamide C(C)(=O)N1C(C(C2=CC=CC=C12)=O)=CC1=CC(=C(C=C1)/C=C/C(=O)N)OC